FC1=C(COC2=NC(N3C(N4COCCC4C3)=C2)=O)C=CC=C1F 3-((2,3-difluorobenzyl)oxy)-8,9,9a,10-tetrahydropyrimido[6',1':2,3]imidazo[1,5-c][1,3]oxazin-1(6H)-one